C(#N)C(C)(CC)N1N=C(C(=C1C)Cl)C 2-cyanobutan-2-yl-4-chloro-3,5-dimethyl-1H-pyrazole